1-(4-(((1-(4-((9-cyclopentyl-8-(phenylamino)-9H-purin-2-yl)amino)phenyl)piperidin-4-yl)(methyl)amino)methyl)pyridin-3-yl)dihydropyrimidine-2,4(1H,3H)-dione C1(CCCC1)N1C2=NC(=NC=C2N=C1NC1=CC=CC=C1)NC1=CC=C(C=C1)N1CCC(CC1)N(C)CC1=C(C=NC=C1)N1C(NC(CC1)=O)=O